(5-bromo-2-methoxyphenyl)-5-fluoropyrimidine BrC=1C=CC(=C(C1)C1=NC=C(C=N1)F)OC